C(C1=CC=CC=C1)N1C(CC(CC1C)=O)C 1-benzyl-2,6-dimethyl-piperidin-4-one